ClC1=C(C(=CC=C1Cl)O)[C@@H]1CC2=NN(C(N2C1)=O)[C@H]1COCC1 (S)-6-(2,3-dichloro-6-hydroxyphenyl)-2-((R)-tetrahydrofuran-3-yl)-2,5,6,7-tetrahydro-3H-pyrrolo[2,1-c][1,2,4]triazol-3-one